potassium threonate O=C([C@@H](O)[C@H](O)CO)[O-].[K+]